2-((5-((3-fluoro-4-(1H-imidazol-1-yl)phenyl)(5-(3,5-Dimethylisoxazol-4-yl)-2-methylphenyl)amino)n-pentyl)oxy)acetic acid FC=1C=C(C=CC1N1C=NC=C1)N(CCCCCOCC(=O)O)C1=C(C=CC(=C1)C=1C(=NOC1C)C)C